4-(5-butyl-2-methylsulfonyl-pyrimidin-4-yl)-2-methylisoquinolin-1-one C(CCC)C=1C(=NC(=NC1)S(=O)(=O)C)C1=CN(C(C2=CC=CC=C12)=O)C